1-(4-amino-1H-pyrazolo[3,4-b]pyridin-1-yl)-2-methylpropan-2-ol NC1=C2C(=NC=C1)N(N=C2)CC(C)(O)C